(R)-5-chloro-N-(3-cyclopropyl-5-((3-methylpiperazin-1-yl)methyl)phenyl)-4-(1H-indol-3-yl)pyrimidin-2-amine ClC=1C(=NC(=NC1)NC1=CC(=CC(=C1)CN1C[C@H](NCC1)C)C1CC1)C1=CNC2=CC=CC=C12